C(CCCCCCC\C=C/CCCCCCCC)(=O)OC1COC(OC1)C=1C=NC=CC1 2-(pyridin-3-yl)-1,3-dioxan-5-yl oleate